B1(OC(C(O1)(C)C)(C)C)C2=CCC(CC2)(C)C 4,4-(dimethylcyclohexen-1-yl)boronic acid pinacol ester